(Z)-1-(4-(4-hydroxy-4-methylpentyl)cyclohex-3-en-1-yl)-N-(2-methylundecyl)methanimine oxide OC(CCCC1=CCC(CC1)\C=[N+](\CC(CCCCCCCCC)C)/[O-])(C)C